3-(5-chloro-2,4-difluorophenyl)-3-oxopropanoic acid ethyl ester C(C)OC(CC(=O)C1=C(C=C(C(=C1)Cl)F)F)=O